2,6-bis-diphenylphosphinylpyridine C1(=CC=CC=C1)P(=O)(C1=NC(=CC=C1)P(=O)(C1=CC=CC=C1)C1=CC=CC=C1)C1=CC=CC=C1